C[C@H](CC=O)CCC=C(C)C (3S)-3,7-dimethyloct-6-enal